Cl.CNC12CC(C1)C2 N-methylbicyclo[1.1.1]pentan-1-amine hydrochloride